1,2-anhydro-myo-inositol [C@@H]1([C@@H]([C@H]([C@H]2[C@@H]([C@@H]1O)O2)O)O)O